N[S@@](=NC(CC=1C(=NC(=CC1C(C)C)COC)C(C)C)=O)(=O)C=1SC(=CN1)C(C)(C)O (S)-N-(amino(5-(2-hydroxypropan-2-yl)thiazol-2-yl)(oxo)-λ6-sulfaneylidene)-2-(2,4-diisopropyl-6-(methoxymethyl)pyridin-3-yl)acetamide